FC=1C(=NC=C(C1)C(F)(F)F)NS(=O)(=O)C1=CNC(=C1)C1=CC=CC=C1 N-[3-fluoro-5-(trifluoromethyl)-2-pyridyl]-5-phenyl-1H-pyrrole-3-sulfonamide